CC1(OB(OC1(C)C)[C@@H]1[C@H](C1)C1=CC(=CC=C1)OC(F)(F)F)C 4,4,5,5-tetramethyl-2-((1S,2S)-2-(3-(trifluoromethoxy)phenyl)cyclopropyl)-1,3,2-dioxaborolane